C(C)C=1N=C2N(C=C(C=C2)C2CCNCC2)C1N(C=1SC=C(N1)C1=CC=C(C=C1)F)C N-(2-ethyl-6-(piperidin-4-yl)imidazo[1,2-a]pyridin-3-yl)-4-(4-fluorophenyl)-N-methylthiazol-2-amine